NC1=NNC2=CC=C(C=C12)C1=C2C(=NC=C1)N(C(=C2)C2=CC(=NC=C2)OCC=2C=NC=CC2)C(=O)OC(C)(C)C tert-butyl 4-(3-amino-1H-indazol-5-yl)-2-(2-(pyridin-3-ylmethoxy)pyridin-4-yl)-1H-pyrrolo[2,3-b]pyridine-1-carboxylate